N1N=C(C=C1)C1CCC(CC1)NC1=CC(=NC=C1C(=O)NC[C@H](C(C)(C)O)F)C1=CC=C2N1N=CC(=C2)C#N 4-(((1r,4R)-4-(1H-pyrazol-3-yl)cyclohexyl)amino)-6-(3-cyanopyrrolo[1,2-b]pyridazin-7-yl)-N-((R)-2-fluoro-3-hydroxy-3-methylbutyl)nicotinamide